(2-(4-(5-chloro-6-(4-(3-methyloxetan-3-yl)piperazin-1-yl)-1H-indazol-1-yl)-1H-pyrazol-1-yl)cyclopropyl)methanamine ClC=1C=C2C=NN(C2=CC1N1CCN(CC1)C1(COC1)C)C=1C=NN(C1)C1C(C1)CN